N'-[5-[[4-[[5-(acetylhydroxyamino)pentyl]amino]-1,4-dioxobutyl]hydroxyamino]pentyl]-N-(5-aminopentyl)-N-hydroxybutanediamide C(C)(=O)N(CCCCCNC(CCC(=O)N(CCCCCNC(CCC(=O)N(O)CCCCCN)=O)O)=O)O